CC=1C=C(C=NC1C)C1=NC(N(C2=C(C=CC=C12)F)CC(=C)C)(C)C 4-(5,6-dimethylpyridin-3-yl)-8-fluoro-2,2-dimethyl-1-(2-methylallyl)-1,2-dihydroquinazoline